cyclopropyl(piperazin-1-yl)methanone HCl Cl.C1(CC1)C(=O)N1CCNCC1